C(C)(=O)ONC(=N)C=1C=C(SC1C(F)(F)F)CNC(=O)[C@H]1N([C@H]2C[C@]2(C1)C)C(CNC(C1=CC=C(C=C1)OC1=CC=CC=C1)=O)=O (1S,3S,5S)-N-((4-(N-acetoxycarbamimidoyl)-5-(trifluoromethyl)thiophen-2-yl)methyl)-5-methyl-2-((4-phenoxybenzoyl)glycyl)-2-azabicyclo[3.1.0]hexane-3-carboxamide